2-(2-(3,5-dimethylisoxazol-4-yl)-8-methylquinolin-3-yl)pyrrolidine-1-carboxylic acid tert-butyl ester C(C)(C)(C)OC(=O)N1C(CCC1)C=1C(=NC2=C(C=CC=C2C1)C)C=1C(=NOC1C)C